8-(4-bromo-2,5-difluoro-phenyl)-1,4-dioxa-8-azaspiro[4.5]decane BrC1=CC(=C(C=C1F)N1CCC2(OCCO2)CC1)F